C(CCCCCCC)SCSCCCCCCCCC(C(C(=O)OC)CCCCCCCSCSCCCCCCCC)=O Methyl 11-(((octylthio)methyl)thio)-2-(7-(((octylthio)methyl)thio)heptyl)-3-oxoundecanoate